3-(5-Amino-6-(2H-1,2,3-triazol-2-yl)pyrazin-2-yl)-N-(4-cyanobicyclo[2.1.1]hexan-1-yl)-4-methylbenzenesulfonamide Trifluoroacetate Salt FC(C(=O)O)(F)F.NC=1N=CC(=NC1N1N=CC=N1)C=1C=C(C=CC1C)S(=O)(=O)NC12CCC(C1)(C2)C#N